Cl.ClC=1C=C(SC1)C=1N=C(SC1CN1[C@@H](CCC1)C)NC(=O)C=1C=C(C(=NC1)N1CCC(CC1)C(=O)O)F 1-(5-{[4-(4-chlorothiophen-2-yl)-5-{[(2R)-2-methylpyrrolidin-1-yl]methyl}-1,3-thiazol-2-yl]carbamoyl}-3-fluoropyridin-2-yl)piperidine-4-carboxylic acid hydrochloride